1-{5-[1-(2,3-Dimethylphenyl)ethyl]-1H-imidazol-1-yl}-2-methylprop-2-en-1-on CC1=C(C=CC=C1C)C(C)C1=CN=CN1C(C(=C)C)=O